ClC1=C(C=C(C=C1)C1=CC(=C(C=C1)O)C(N(C)C)=O)CC(C(=O)NC1=CC=C(C=C1)C1=NN=CN1C)NC(=O)C=1N(N=CC1)C N-[1-[[2-chloro-5-[3-(dimethylcarbamoyl)-4-hydroxy-phenyl]phenyl]methyl]-2-[4-(4-methyl-1,2,4-triazol-3-yl)anilino]-2-oxo-ethyl]-2-methyl-pyrazole-3-carboxamide